C(C)(C)(C)OC(=O)N1CC(C(CC1)C(=O)O)(F)F 1-[(tert-butoxy)carbonyl]-3,3-difluoropiperidine-4-carboxylic acid